2-(3-(7-chloro-6-(isoquinolin-7-yl)-2-oxo-1,2-dihydroquinolin-3-yl)phenyl)acetic acid ethyl ester C(C)OC(CC1=CC(=CC=C1)C=1C(NC2=CC(=C(C=C2C1)C1=CC=C2C=CN=CC2=C1)Cl)=O)=O